3-cyano-N-(3-(1,6-dimethyl-1H-benzo[d]imidazol-5-yl)-4,5-difluorophenyl)-4-((E)-4-(((1r,4r)-4-methoxycyclohexyl)amino)but-2-enoylamino)benzamide C(#N)C=1C=C(C(=O)NC2=CC(=C(C(=C2)F)F)C2=CC3=C(N(C=N3)C)C=C2C)C=CC1NC(\C=C\CNC1CCC(CC1)OC)=O